(2S,3S)-2-Amino-3-(7-methoxy-1H-indol-3-yl)butanoic acid N[C@H](C(=O)O)[C@@H](C)C1=CNC2=C(C=CC=C12)OC